BrC=1C(=NC=CC1Cl)CCNC(OC(C)(C)C)=O tert-butyl (2-(3-bromo-4-chloropyridin-2-yl)ethyl)carbamate